ethyl (2S)-2-[[(2S)-2-amino-3-[3,5-bis(2-chloroethylsulfanyl)phenyl]propanoyl]amino]-3-(4-chlorophenyl)propanoate N[C@H](C(=O)N[C@H](C(=O)OCC)CC1=CC=C(C=C1)Cl)CC1=CC(=CC(=C1)SCCCl)SCCCl